CC(C=CC1=CC=CC=C1)CC=C(C)C (3,6-dimethylhepta-1,5-dien-1-yl)benzene